N[C@@H](C(=O)NCC=1SC(=CC1)C(CSC1=NC(=NC2=CC=C(C=C12)OC)C)=O)C1CC1 (R)-2-amino-2-cyclopropyl-N-((5-(2-((6-methoxy-2-methylquinazolin-4-yl)thio)acetyl)thiophen-2-yl)methyl)acetamide